C1(CC1)CC1(C(C2CCC1C2)=O)C rac-3-(cyclopropylmethyl)-3-methylbicyclo[2.2.1]heptan-2-one